C1(CC1)C=1N=NN(C1)[C@H](C(=O)N1[C@@H](C[C@H](C1)O)C(=O)NC(C)(C)C=1N=NN(C1)C(C)C)C(C)(C)C (2S,4r)-1-[(2S)-2-(4-cyclopropyl-triazol-1-yl)-3,3-dimethyl-butyryl]-4-hydroxy-N-[1-(1-isopropyl-triazol-4-yl)-1-methyl-ethyl]pyrrolidine-2-carboxamide